[Si](C)(C)(C(C)(C)C)OCC=1C=NC2=CC=C(C(=C2C1C(C)C)C)C1=NC(=NC=C1F)N[C@H]1[C@@H](COCC1)O (3s,4r)-4-((4-(3-(((tert-butyldimethylsilyl)oxy)methyl)-4-isopropyl-5-methylquinolin-6-yl)-5-fluoropyrimidin-2-yl)amino)tetrahydro-2H-pyran-3-ol